N-(4-((R)-3-((5-chloro-4-ethoxypyrimidin-2-yl)amino)pyrrolidine-1-carbonyl)-2-((tetrahydrofuran-3-yl)oxy)phenyl)acrylamide ClC=1C(=NC(=NC1)N[C@H]1CN(CC1)C(=O)C1=CC(=C(C=C1)NC(C=C)=O)OC1COCC1)OCC